ethyl 2-(3-(3-(methoxycarbonyl) bicyclo[1.1.1]pent-1-yl) ureido)-4-methylthiophene-3-carboxylate COC(=O)C12CC(C1)(C2)NC(NC=2SC=C(C2C(=O)OCC)C)=O